O=C1CC2(C1)CN(C2)C2=NC=CC(=N2)COC2=CC=C(C=C2)C(C)(C)C2=CC=C(C=C2)O 4-(2-(4-((2-(2-oxo-6-azaspiro[3.3]heptane-6-yl)pyrimidin-4-yl)methoxy)phenyl)propane-2-yl)phenol